1-Ethyl-N-(3-(methylsulfonyl)phenyl)-2-(2,2,2-trifluoro-1-hydroxy-1-phenylethyl)-1H-benzo[d]imidazole-6-carboxamide C(C)N1C(=NC2=C1C=C(C=C2)C(=O)NC2=CC(=CC=C2)S(=O)(=O)C)C(C(F)(F)F)(C2=CC=CC=C2)O